OOCCCCCCCC(C)C isodecyl hydroxy ether